3-[2-[4-(trifluoromethyl)pyrimidin-2-yl]ethynyl]cyclobutanecarboxamide FC(C1=NC(=NC=C1)C#CC1CC(C1)C(=O)N)(F)F